O.O.O.S(=O)(=O)([O-])[O-].[Mg+2] magnesium sulphate trihydrate